6-((5-fluoropyridin-2-yl)amino)-N-methyl-4-((2-methyl-4H-benzo[b][1,2,4]triazolo[1,5-d][1,4]oxazin-6-yl)amino)pyridazine-3-carboxamide FC=1C=CC(=NC1)NC1=CC(=C(N=N1)C(=O)NC)NC1=CC=CC2=C1OCC=1N2N=C(N1)C